trans-3-((Cyclopropylmethyl)amino)-5-(4-hydroxycyclohexyl)-8-(piperidin-1-ylmethyl)pyrimido[4,5-c]isoquinolin-6(5H)-one C1(CC1)CNC=1N=CC2=C(N(C(C=3C=C(C=CC23)CN2CCCCC2)=O)[C@@H]2CC[C@H](CC2)O)N1